ClC=1N=CC=C2C1NN=C2 7-chloro-1H-pyrazolo[3,4-C]pyridine